tert-Butyl (S)-3-(((2S,5R)-1-(tert-butoxycarbonyl)-5-((S)-(3-fluorophenyl)-(hydroxy)methyl)pyrrolidin-2-yl)methyl)piperidine-1-carboxylate C(C)(C)(C)OC(=O)N1[C@@H](CC[C@@H]1[C@@H](O)C1=CC(=CC=C1)F)C[C@H]1CN(CCC1)C(=O)OC(C)(C)C